((5-chloro-2-(2,4-dichlorophenoxy)phenoxy)methyl)oxirane ClC=1C=CC(=C(OCC2OC2)C1)OC1=C(C=C(C=C1)Cl)Cl